C1(CC1)OC=1C(=CC(=NC1)NC(C)=O)NC1=NC(=NC(=C1)C)C(C)(F)F N-(5-cyclopropoxy-4-((2-(1,1-difluoroethyl)-6-methylpyrimidin-4-yl)amino)pyridin-2-yl)acetamide